BrCC=C 3-Bromoprop-1-en